3,4-Dihydropyrido[2,3-f][1,4]thiazepine S1CCNCC2=C1C=CC=N2